7,7-dimethyl-N-(4-methyl-3-(7-(methylamino)-1,6-naphthyridin-3-yl)phenyl)-4,5,6,7-tetrahydro-1H-indazole-3-carboxamide CC1(CCCC=2C(=NNC12)C(=O)NC1=CC(=C(C=C1)C)C=1C=NC2=CC(=NC=C2C1)NC)C